C[Si](=[Zr](C1C=C(C2=CC=CC=C12)C(C)(C)C)C1C=CC(=C1)C(C)(C)C)C dimethylsilylene(4-tert-butylcyclopentadienyl)(3-tert-butylindenyl)zirconium